OCCNCC1CN(C1)C(=O)OC(C)(C)C tert-butyl 3-(((2-hydroxyethyl)amino)methyl)azetidine-1-carboxylate